((trifluoromethyl)-sulfonyl)methanesulfonamide FC(S(=O)(=O)CS(=O)(=O)N)(F)F